O=C1N(CCC(N1)=O)N1C(C2=CC=CC(=C2C1=O)N1CCC(CC1)CN1CCC(CC1)N1N=C2C=C(C(=CC2=C1)NC(C1=CC(=CC=C1)C(F)(F)F)=O)OC)=O N-(2-(1-((1-(2-(2,4-dioxotetrahydropyrimidin-1(2H)-yl)-1,3-dioxoisoindolin-4-yl)piperidin-4-yl)methyl)piperidin-4-yl)-6-methoxy-2H-indazol-5-yl)-3-(trifluoromethyl)benzamide